(E)-3-(4-(((2-(4-Aminopiperidin-1-yl)-6-(4-cyano-3-fluorophenyl)pyridin-4-yl)oxy)methyl)phenyl)-N-hydroxyacrylamide formate C(=O)O.NC1CCN(CC1)C1=NC(=CC(=C1)OCC1=CC=C(C=C1)/C=C/C(=O)NO)C1=CC(=C(C=C1)C#N)F